C1(=CC=CC=C1)NC1=CC=C(C=C1)C1=CC=C(C=C1)C1=CC(=C(C=C1)C1=CC=CC=C1)C1=CC=CC=C1 phenyl-(2'-phenyl-[1,1':4',1'':4'',1''']quaterphenyl-4'''-yl)-amine